methyl (2-((2-oxo-1,2,3,4-tetrahydroquinolin-6-yl)amino)-5-(trifluoromethyl)pyrimidin-4-yl)glycinate O=C1NC2=CC=C(C=C2CC1)NC1=NC=C(C(=N1)NCC(=O)OC)C(F)(F)F